4-Amino-2-fluoro-5-methylbenzonitrile NC1=CC(=C(C#N)C=C1C)F